CC1(CC=CC=C1)N1C(C=CC(=C1)B1OC(C(O1)(C)C)(C)C)=O 1-methylPhenyl-5-(4,4,5,5-tetramethyl-1,3,2-dioxaborolan-2-yl)pyridin-2(1H)-one